2-bromo-N-(2-cyclopropyl-oxazolo[4,5-b]pyridin-5-yl)propanamide BrC(C(=O)NC1=CC=C2C(=N1)N=C(O2)C2CC2)C